NC1=NC=CC(=C1Cl)SC=1C(=NC(=CN1)N1CCC2(CC1)C(C1=C(SC(=C1)Br)C2)=N)N 3-((2-amino-3-chloropyridin-4-yl)thio)-6-(2-bromo-4-imino-4,6-dihydrospiro[cyclopenta[b]thiophene-5,4'-piperidin]-1'-yl)pyrazin-2-amine